C(C)(C)(C)OC(NC1=CC(=C(C=C1)NC1=CC(=C(C=C1)OCC1=CC=CC=C1)C1=NC(=NC=C1)N)F)=O tert-Butyl(4-((3-(2-aminopyrimidin-4-yl)-4-(benzyloxy)phenyl)amino)-3-fluorophenyl)carbamate